C1(CC1)C=1NC(=NN1)C1CC2(CN(C2)C(=O)N2CC(C2)C23CC(C2)(C3)C=3OC(=NN3)CC(F)(F)F)C1 [6-(5-cyclopropyl-4H-1,2,4-triazol-3-yl)-2-azaspiro[3.3]heptan-2-yl]-[3-[3-[5-(2,2,2-trifluoroethyl)-1,3,4-oxadiazol-2-yl]-1-bicyclo[1.1.1]pentanyl]azetidin-1-yl]methanone